5-(isopropylamino)benzamide C(C)(C)NC=1C=CC=C(C(=O)N)C1